tert-butyl N-[4-(N-{2-[2,6-bis(benzyloxy)pyridin-3-yl]-1-oxo-3H-isoindol-4-yl}2,4-dinitrobenzenesulfonamido)-2,2-difluorobutyl]carbamate C(C1=CC=CC=C1)OC1=NC(=CC=C1N1C(C2=CC=CC(=C2C1)N(S(=O)(=O)C1=C(C=C(C=C1)[N+](=O)[O-])[N+](=O)[O-])CCC(CNC(OC(C)(C)C)=O)(F)F)=O)OCC1=CC=CC=C1